FC(CN1C(=NC=2C1=NC(=CN2)C2=CNC=1N=C(N=CC12)NC1C[C@@H]2[C@@H](CN(C2)C(C)=O)C1)C)F 1-((3aR,5s,6aS)-5-((5-(1-(2,2-difluoroethyl)-2-methyl-1H-imidazo[4,5-b]pyrazin-6-yl)-7H-pyrrolo[2,3-d]pyrimidin-2-yl)amino)hexahydrocyclopenta[c]pyrrol-2(1H)-yl)ethan-1-one